N(=C=O)CCCC(CCCN=C=O)CN=C=O 1,7-diisocyanato-4-isocyanatomethylheptane